BrC=1C=CC(=C(C1)S(=O)(=O)NCCO)OC 5-bromo-N-(2-hydroxyethyl)-2-methoxy-benzenesulfonamide